ClC1=NC(=CC=N1)C=1N(N=CC1)C chloro-6-(2-methylpyrazol-3-yl)pyrimidine